Methyl 4-bromo-1-((3-methoxy-3-oxoprop-1-en-1-yl) amino)-1H-pyrrole-2-carboxylate BrC=1C=C(N(C1)NC=CC(=O)OC)C(=O)OC